(S)-2-(4,4-dimethyl-1,4-azasilinan-1-yl)-4-(N-(2-hydroxyethyl)sulfamoyl)-N-(6-(3,3,3-trifluoro-2-hydroxypropoxy)pyridin-2-yl)benzamide C[Si]1(CCN(CC1)C1=C(C(=O)NC2=NC(=CC=C2)OC[C@@H](C(F)(F)F)O)C=CC(=C1)S(NCCO)(=O)=O)C